FC1=C2C(=NC=3N(C2=CC=C1)C(=NN3)C)N3CCCC1=C(C=CC=C31)C#CC(C)(C)NC(=O)C3(CC3)C(F)(F)F N-(4-(1-(6-fluoro-1-methyl-[1,2,4]triazolo[4,3-a]quinazolin-5-yl)-1,2,3,4-tetrahydroquinolin-5-yl)-2-methylbut-3-yn-2-yl)-1-(trifluoromethyl)cyclopropane-1-carboxamide